BrC1=C2C=CC=CC2=C(C2=CC=CC=C12)C1=NC2=C3N=C(C=CC3=CC=C2C=C1)C1=CC=CC=C1 2-(10-bromoanthracen-9-yl)-9-phenyl-1,10-phenanthroline